OCC1=CC=CC2=CC=CC=C12 (hydroxymethyl)naphthalen